C(O)(O)=O.C1(OCC(CC)O1)=O 1,2-butylene carbonate carbonate